tert-butyl peroxylaurate C(CCCCCCCCCCC)(=O)OOC(C)(C)C